3-methylbenzo[d]isoxazol-5-amine CC1=NOC2=C1C=C(C=C2)N